(S)-2-(4-bromo-2-cyclopropylphenoxy)propionic acid BrC1=CC(=C(O[C@H](C(=O)O)C)C=C1)C1CC1